ClC1=CC=C(C(=N1)COC)C 6-chloro-2-(methoxymethyl)-3-methylpyridine